D-Xylonat O=C([C@H](O)[C@@H](O)[C@H](O)CO)[O-]